(2-((1-((dimethylamino)methyl)cyclopropyl)methoxy)-4-(1,4-oxazepan-4-yl)-5,7-dihydro-6H-pyrrolo[3,4-d]pyrimidin-6-yl)(3-hydroxy-8-iodonaphthalen-1-yl)methanone CN(C)CC1(CC1)COC=1N=C(C2=C(N1)CN(C2)C(=O)C2=CC(=CC1=CC=CC(=C21)I)O)N2CCOCCC2